CC1=CC(=O)C2=C(O1)C3=C(C=C(C=C3C=C2O)OC)OC The molecule is a naphtho-gamma-pyrone that is 4H-naphtho[1,2-b]pyran-4-one carrying a methyl substituent at position2, a hydroxy substituent at position 5 and two methoxy substotuents at positions 8 and 10. Originally isolated from Aspergillus niger. It has a role as an acyl-CoA:cholesterol acyltransferase 2 inhibitor, an Aspergillus metabolite, a marine metabolite and an antiviral agent. It is a naphtho-gamma-pyrone, an aromatic ether and a member of phenols.